ClC=1C=C(C=C2C=C(N=NC12)NC(=O)N1CCCC1)C=1C=NC=CC1CC N-[8-chloro-6-(4-ethyl-3-pyridyl)cinnolin-3-yl]pyrrolidine-1-carboxamide